OC[C@H](C1=CC=CC=C1)NC1=NC(=NC=C1C1=CN=NN1)NC1=CC=C2CC(NC(C2=C1)=O)(C)C 7-[[4-[[(1S)-2-hydroxy-1-phenyl-ethyl]amino]-5-(1H-triazol-5-yl)pyrimidin-2-yl]amino]-3,3-dimethyl-2,4-dihydroisoquinolin-1-one